F[C@@H]1C[C@H](N(C1)C(CC=1C=NOC1)=O)C(=O)N[C@H](C1=CC=C(C=C1)C(C)C)C1=CC=CC=C1 (2S,4R)-4-fluoro-1-[2-(1,2-oxazol-4-yl)acetyl]-N-[(S)-phenyl[4-(propan-2-yl)phenyl]methyl]pyrrolidine-2-carboxamide